1-(5-Chloro-2-methylphenyl)-8-(4-chlorophenyl)-3-methyl-1,3-dihydro-2H-imidazo[4,5-c]quinolin-2-imine ClC=1C=CC(=C(C1)N1C(N(C=2C=NC=3C=CC(=CC3C21)C2=CC=C(C=C2)Cl)C)=N)C